1-(2-chloro-3-methoxymethyl-5-hydroxyphenyl)-3-(naphthalen-2-yl)-(2E)-2-propen-1-one ClC1=C(C=C(C=C1COC)O)C(\C=C\C1=CC2=CC=CC=C2C=C1)=O